4-(2-((3-((4-amino-2-methylbutoxy)methyl)-4-cyclopropoxyphenyl)amino)pyrimidin-4-yl)-3-nitrobenzoic acid NCCC(COCC=1C=C(C=CC1OC1CC1)NC1=NC=CC(=N1)C1=C(C=C(C(=O)O)C=C1)[N+](=O)[O-])C